(R)-1-(4-((2,6-dioxopiperidin-3-yl)amino)-2-fluorophenyl)piperidine-4-carbaldehyde O=C1NC(CC[C@H]1NC1=CC(=C(C=C1)N1CCC(CC1)C=O)F)=O